[Si](C)(C)(C(C)(C)C)OCCCN1C2(C3=CC=CC=C3C1)CCC1(CC2)OCCO1 2''-(3-{[tert-butyl(dimethyl)silyl]oxy}propyl)-2'',3''-dihydrodispiro[[1,3]dioxolane-2,1'-cyclohexane-4',1''-isoindole]